(2R,4R)-N-((S)-1-(((1H-pyrrolo[3,2-c]pyridin-2-yl)methyl)amino)-1-oxoprop-2-yl)-4-(1-phenylcyclopropyl)pyrrolidine-2-carboxamide bis-trifluoroacetate FC(C(=O)O)(F)F.FC(C(=O)O)(F)F.N1C(=CC=2C=NC=CC21)CNC([C@H](C)NC(=O)[C@@H]2NC[C@H](C2)C2(CC2)C2=CC=CC=C2)=O